2-(3-(4-((1H-Pyrazol-4-yl)amino)-6-(cyclopentyloxy)quinazolin-2-yl)-phenoxy)-N-cyclobutylacetamide bis-trifluoroacetic acid salt FC(C(=O)O)(F)F.FC(C(=O)O)(F)F.N1N=CC(=C1)NC1=NC(=NC2=CC=C(C=C12)OC1CCCC1)C=1C=C(OCC(=O)NC2CCC2)C=CC1